4-{6-[(2,3-dichloropyridin-4-yl)sulfanyl]pyridin-3-yl}-1',3'-dihydrospiro[cyclohexane-1,2'-indene]-3'-amine ClC1=NC=CC(=C1Cl)SC1=CC=C(C=N1)C1CCC2(CC3=CC=CC=C3C2N)CC1